ClC=1C(=NC(=NC1)NC1CCOCC1)C1=CC=C2CN(C(C2=C1)=O)CC(=O)NC1(CCCC1)C 2-(6-{5-chloro-2-[(oxacyclohex-4-yl)amino]pyrimidin-4-yl}-1-oxo-2,3-dihydro-1H-isoindol-2-yl)-N-(1-methylcyclopentyl)acetamide